(4-((1r,4r)-4-hydroxy-4-(5-(pyrimidin-2-yl)pyridin-2-yl)cyclohexyl)hexahydropyrrolo[3,2-b]pyrrol-1(2H)-yl)(2-(3-(trifluoromethyl)phenyl)-1H-imidazol-5-yl)methanone OC1(CCC(CC1)N1CCC2N(CCC21)C(=O)C2=CN=C(N2)C2=CC(=CC=C2)C(F)(F)F)C2=NC=C(C=C2)C2=NC=CC=N2